7-(5-(5-(3-azabicyclo[3.2.1]oct-3-yl)-1,3,4-thiadiazol-2-yl)-4-(isopropylamino)pyridin-2-yl)pyrrolo[1,2-b]pyridazine-3-carbonitrile C12CN(CC(CC1)C2)C2=NN=C(S2)C=2C(=CC(=NC2)C2=CC=C1N2N=CC(=C1)C#N)NC(C)C